C1NCC12CC(C2)C2=CC=C(C=C2)N2C(NC(CC2)=O)=O 1-(4-(2-azaspiro[3.3]heptan-6-yl)phenyl)dihydropyrimidine-2,4(1H,3H)-dione